FC1=C(C(=CC=C1)F)C1=NC=2N(C(=N1)NC1=CC(=C(C=C1)C=1CCN(CC1)C)OCC)N=CC2 2-(2,6-difluorophenyl)-N-(3-ethoxy-4-(1-methyl-1,2,3,6-tetrahydropyridin-4-yl)phenyl)pyrazolo[1,5-a][1,3,5]triazin-4-amine